C(O)CN.C(#N)C1=CC=C(C2=CC=CC=C12)C=1C=NC=CC1SC(C(=O)O)(C)C 2-((3-(4-cyanonaphthalen-1-yl)pyridine-4-yl)thio)-2-methylpropanoic acid mono-ethanolamine salt